(R)-N-(2-(3-fluoro-2-methylphenyl)propan-2-yl)-2-(1-methyl-pyrrolidin-2-yl)acetamide FC=1C(=C(C=CC1)C(C)(C)NC(C[C@@H]1N(CCC1)C)=O)C